(3R,4R)-1-cyclohexyl-4-{[5-(2,4-difluoro-phenyl)-isoxazole-3-carbonyl]-amino}-piperidine-3-carboxylic acid (4-methyl-thiazol-5-ylmethyl)-amide CC=1N=CSC1CNC(=O)[C@@H]1CN(CC[C@H]1NC(=O)C1=NOC(=C1)C1=C(C=C(C=C1)F)F)C1CCCCC1